tert-butyl 4-[4-(2-ethoxy-2-oxoethyl)-5-ethyl-2-{3-oxabicyclo[3.1.0]hexan-6-yl}-7-oxo-[1,2,4]triazolo[1,5-a]pyrimidin-6-yl]piperazine-1-carboxylate C(C)OC(CN1C=2N(C(C(=C1CC)N1CCN(CC1)C(=O)OC(C)(C)C)=O)N=C(N2)C2C1COCC21)=O